C(C)(C)(C)NCC1CNC=2N(C1)N=C(C2C=2C=CC(N(N2)C2=C(C=CC=C2)C)=O)C2=C(C=C(C=C2)F)F (-)-6-{6-[(tert-butylamino)methyl]-2-(2,4-difluorophenyl)-4,5,6,7-tetrahydropyrazolo[1,5-a]pyrimidin-3-yl}-2-(2-methylphenyl)pyridazin-3(2H)-one